CN1[C@H](COCC1)COC=1C=C(C(=O)N[C@H](C)C=2N=NC(=CC2)C(F)(F)F)C=C(C1)C=1SC(=CN1)C 3-{[(3R)-4-methylmorpholin-3-yl]methoxy}-5-(5-methyl-1,3-thiazol-2-yl)-N-{(1R)-1-[6-(trifluoromethyl)pyridazin-3-yl]ethyl}benzamide